2-(5-(Benzyloxy)-1-methyl-1H-pyrazol-4-yl)pyridin-4-amine C(C1=CC=CC=C1)OC1=C(C=NN1C)C1=NC=CC(=C1)N